(propan-2-yl)-1H-indazol CC(C)N1N=CC2=CC=CC=C12